COC1=CC=C(C=C1)[N+](=O)[O-] The molecule is a member of the class of 4-nitroanisoles that is anisole in which one the hydrogen meta to the methoxy group is replaced by a nitro group.